tert-butyl 4-(chloromethyl)-3,6-dihydropyridine-1(2H)-carboxylate ClCC=1CCN(CC1)C(=O)OC(C)(C)C